C(C)(C)(C)OC(=O)N1C[C@H](CCC1)NC=1N=CC2=CC(=NC(=C2C1)NC1(CC1)C)C#N (S)-3-((7-cyano-5-((1-methylcyclopropyl)amino)-2,6-naphthyridin-3-yl)amino)piperidine-1-carboxylic acid tertButyl ester